[C@@H]12C[C@H]([C@H](CC1)O2)NC(=O)C=2N=NC=CC2 N-((1S,3R,4S)-7-oxabicyclo[2.2.1]Hept-3-yl)pyridazine-3-carboxamide